2-(benzyloxycarbonylamino)-3-hydroxy-propionic acid C(C1=CC=CC=C1)OC(=O)NC(C(=O)O)CO